((3-(dimethylcarbamoyl)phenyl)amino)-3-((7-methoxy-2-methyl-1,2,3,4-tetrahydroisoquinolin-6-yl)amino)-1,2,4-triazine-6-carboxamide CN(C(=O)C=1C=C(C=CC1)NC=1N=C(N=NC1C(=O)N)NC=1C=C2CCN(CC2=CC1OC)C)C